5-(3-((1R)-1-ethanesulfonylamino-2,3-dihydro-1H-inden-4-yl)-1,2,4-oxadiazol-5-yl)-2-(2,2-difluoroethoxy)benzonitrile C(C)S(=O)(=O)N[C@@H]1CCC2=C(C=CC=C12)C1=NOC(=N1)C=1C=CC(=C(C#N)C1)OCC(F)F